C1(=CC=C(C=C1)C(=O)C=1C(=C(SC1C)C)C#N)C1=CC=CC=C1 4-([1,1'-biphenyl]-4-carbonyl)-2,5-dimethylthiophene-3-carbonitrile